(S)-3-((2-amino-5-bromopyridin-3-yl)amino)-2-((tert-butoxycarbonyl)amino)propionic acid NC1=NC=C(C=C1NC[C@@H](C(=O)O)NC(=O)OC(C)(C)C)Br